3,6,9,12,15-pentaoxaoctadec-1,17-diyne C#COCCOCCOCCOCCOCC#C